[O-]S(=O)(=O)C(F)(F)F.C1(=C(C(=CC(=C1)C)C)[I+]C1=C(C=CC=C1)C)C mesityl-(o-tolyl)iodonium triflate